sodium bis(p-methoxybenzoyl) phosphate P(=O)(OC(C1=CC=C(C=C1)OC)=O)(OC(C1=CC=C(C=C1)OC)=O)[O-].[Na+]